(5S)-5-(1,1-dioxo-1λ6,2-thiazolidine-2-yl)-3,3-difluoropiperidine-1-carboxylic acid tert-butyl ester C(C)(C)(C)OC(=O)N1CC(C[C@@H](C1)N1S(CCC1)(=O)=O)(F)F